Ethyl 8-carbonyl-octahydro-pyrido[2,1-c][1,4]oxazine-9-carboxylate C(=O)=C1C(C2COCCN2CC1)C(=O)OCC